N[C@H]1CN(CC1)C1=NC=C(C=2N1C=CN2)SC2=C(C(=NC=C2)N)Cl 4-({5-[(3R)-3-aminopyrrolidin-1-yl]imidazo[1,2-c]pyrimidin-8-yl}sulfanyl)-3-chloropyridin-2-amine